4,4'-((methylenebis(4,1-phenylene))bis(oxy))bis(2,6-diethyl-3-fluoroaniline) C(C1=CC=C(C=C1)OC1=C(C(=C(N)C(=C1)CC)CC)F)C1=CC=C(C=C1)OC1=C(C(=C(N)C(=C1)CC)CC)F